4-methoxy-2-(4,4,5,5-tetramethyl-1,3,2-dioxaborolan-2-yl)-5-(thiophen-2-yl)benzaldehyde COC1=CC(=C(C=O)C=C1C=1SC=CC1)B1OC(C(O1)(C)C)(C)C